2-AMINO-6-CHLOROISONICOTINALDEHYDE NC=1C=C(C=O)C=C(N1)Cl